COC1=CC=C(C=C1)C=1C(C(=CN(C1C)C(C)C)C(=O)N)=O 5-(4-methoxyphenyl)-6-methyl-4-oxo-1-prop-2-ylpyridine-3-carboxamide